ClC=1C(N(N=CC1)C1=CC=CC=C1)=O 4-chloro-2-phenylpyridazin-3(2H)-one